Tert-butyl-((3R,5R)-1-(2-(1-(cyclopropylmethyl)-6-(1-oxoisoindolin-5-yl)-1H-indol-2-yl)-4-methoxy-3-methylbenzo[b]thiophene-6-carbonyl)-5-fluoropiperidin-3-yl) carbamate C(N)(O[C@H]1C(N(C[C@@H](C1)F)C(=O)C=1C=C(C2=C(SC(=C2C)C=2N(C3=CC(=CC=C3C2)C=2C=C3CNC(C3=CC2)=O)CC2CC2)C1)OC)C(C)(C)C)=O